N-ethyl-3-methylaniline C(C)NC1=CC(=CC=C1)C